COC1=C(C(=CC(=C1OC)OC)C)OB(O)O (2,3,4-trimethoxy-6-methylphenyl)boric acid